(R)-2-(4-(6-((4-chloro-6-(methylcarbamoyl)pyridin-3-yl)methoxy)pyridin-2-yl)-2,5-difluorobenzyl)-4-fluoro-1-(2-methoxypropyl)-1H-benzo[d]imidazole-6-carboxylic acid ClC1=C(C=NC(=C1)C(NC)=O)COC1=CC=CC(=N1)C1=CC(=C(CC2=NC3=C(N2C[C@@H](C)OC)C=C(C=C3F)C(=O)O)C=C1F)F